CN1C(=NC2=C1C=C(C=C2C2CCN(CC2)C2COC2)C2=CC=C(C=C2)N2CCN(CC2)C2CCOCC2)C2=CC=C(C=C2)S(=O)(=O)C 1-methyl-2-(4-(methylsulfonyl)phenyl)-4-(1-(oxetan-3-yl)piperidin-4-yl)-6-(4-(4-(tetrahydro-2H-pyran-4-yl)piperazin-1-yl)phenyl)-1H-benzo[d]imidazole